2-bromo-5-fluoropyrazine BrC1=NC=C(N=C1)F